ClC1=C(C=C(OCCCN2C(=CC(=C2)S(=O)(=O)CC2=CC=CC=C2)C(=O)OC)C=C1C)C methyl 1-(3-(4-chloro-3,5-dimethylphenoxy)propyl)-4-toluenesulfonyl-1H-pyrrole-2-carboxylate